C(#N)C=1C=NC=C(C1)C#N 3,5-Dicyanopyridine